(4-methoxyphenyl)-(2-pyridinyl)methanol COC1=CC=C(C=C1)C(O)C1=NC=CC=C1